ethyl 2-(4,6-dimethoxypyrimidine-5-carboxamido)-4,4-diethyl-4H-chromeno[4,3-d]thiazole-7-carboxylate COC1=NC=NC(=C1C(=O)NC=1SC2=C(N1)C=1C=CC(=CC1OC2(CC)CC)C(=O)OCC)OC